[Si](C1=CC=CC=C1)(C1=CC=CC=C1)(C(C)(C)C)OCCN1CCOC2=C(C1)C=CC(=C2)[N+](=O)[O-] 4-(2-((tert-butyldiphenylsilyl)oxy)ethyl)-8-nitro-2,3,4,5-tetrahydrobenzo[f][1,4]oxazepine